ClC1=C(C=CC=C1)N1CCN(CC1)C1=CC(=NC(=C1)C=1OC=CC1)N 4-(4-(2-chlorophenyl)piperazin-1-yl)-6-(furan-2-yl)pyridin-2-amine